C1(=CC=C(C=C1)C1(SC(=CC1)C1=CC=C(C=C1)C1=CC=CC=C1)C=1SC=CC1)C1=CC=CC=C1 2,5-bis(4-biphenylyl)-bithiophene